(1-(4-(5-(2,3-dihydro-1H-inden-4-yl)-6-methoxy-1H-pyrazolo[4,3-b]pyridin-3-yl)phenyl)-3-azabicyclo[3.1.0]hex-3-yl)ethan-1-ol C1CCC2=C(C=CC=C12)C1=C(C=C2C(=N1)C(=NN2)C2=CC=C(C=C2)C21CN(CC1C2)C(C)O)OC